COC(CCCCC=CCC)=O 6-Nonenic acid methyl ester